methyl (2R)-3-bromo-2-methyl-propanoate BrC[C@@H](C(=O)OC)C